4-fluoro-2-(6-(methyl(2,2,6,6-tetramethylpiperidin-4-yl)amino)pyridazin-3-yl)-5-(1H-pyrazol-4-yl)phenol FC1=CC(=C(C=C1C=1C=NNC1)O)C=1N=NC(=CC1)N(C1CC(NC(C1)(C)C)(C)C)C